FC=1C=CC(=C(C1)C1CC(CC(C1)=O)=O)C 5-(5-fluoro-2-methylphenyl)-1,3-cyclohexanedione